[Si](C)(C)(C(C)(C)C)OCCC1=CN(C(O1)=O)C1=NC2=C(OCC(N2COCC[Si](C)(C)C)=O)N=C1 6-[5-[2-[tert-Butyl(dimethyl)silyl]oxyethyl]-2-oxo-1,3-oxazol-3-yl]-4-(2-trimethylsilylethoxymethyl)pyrazino[2,3-b][1,4]oxazin-3-one